CN1C(=NC=2C1=NC=CC2)C2=C(C(=CC(=C2C2=NC=1C(=NC=CC1)N2C)C2=NC=1C(=NC=CC1)N2C)C2=NC=1C(=NC=CC1)N2C)C2=CC=C(C=C2)N2C1=CC=CC=C1OC=1C=CC=CC21 10-(2',3',4',6'-tetrakis(3-methyl-3H-imidazo[4,5-b]pyridin-2-yl)-[1,1'-biphenyl]-4-yl)-10H-phenoxazine